F[B-](F)(F)F.C[N+]1=CNC=C1 3-methyl-imidazolium tetrafluoroborate